3-chloro-5-(2-nitrophenyl)sulfonyl-4,6,7,8-tetrahydropyrazolo[1,5-a][1,4]diazepine-2-carbohydrazide ClC=1C(=NN2C1CN(CCC2)S(=O)(=O)C2=C(C=CC=C2)[N+](=O)[O-])C(=O)NN